C(C1=CC=CC=C1)OC=1C(C(=CN2C1C(N1[C@H](C=CC[C@H]2C1)C)=O)C(=O)NCC1=C(C=C(C=C1F)F)F)=O (3S,7S)-12-(benzyloxy)-3-methyl-1,11-dioxo-N-(2,4,6-trifluorobenzyl)-1,6,7,11-tetrahydro-3H-2,7-methanopyrido[1,2-a][1,4]diazonine-10-carboxamide